C(C)(C)(C)OC(NC=1SC=C(N1)Br)=O N-(4-Bromothiazol-2-yl)carbamic acid tert-butyl ester